(2S)-2-amino-3-(7-bromo-4-{[(thiophen-2-yl)methyl]amino}thieno[3,2-c]pyridazin-6-yl)-3,3-difluoropropan-1-ol N[C@@H](CO)C(F)(F)C1=C(C=2N=NC=C(C2S1)NCC=1SC=CC1)Br